4-(2-(1-((1S,4S)-4-(6-fluoroquinolin-4-yl)cyclohexyl)ethyl)-1H-imidazol-4-yl)morpholine FC=1C=C2C(=CC=NC2=CC1)C1CCC(CC1)C(C)C=1NC=C(N1)N1CCOCC1